COC1=CC=C(C=C1)CNN1C=2N(C(C=C1C)=O)N=C(C2N2CCCCC2)C2=CC=CC=C2 ((4-methoxyphenyl)methylamino)-5-methyl-2-phenyl-3-(piperidin-1-yl)pyrazolo[1,5-a]pyrimidin-7(4H)-one